hexa(ethynyl)benzene-acetonitrile C(#C)C(C#N)C1=C(C(=C(C(=C1C#C)C#C)C#C)C#C)C#C